2,4-dichloro-6-tert-octylamino-s-triazine tert-butyl-N-[1-[(4-aminophenyl)methyl]-4-piperidyl]carbamate C(C)(C)(C)OC(NC1CCN(CC1)CC1=CC=C(C=C1)N)=O.ClC1=NC(=NC(=N1)Cl)NC(C)(C)CC(C)(C)C